4-(2-hydroxyethoxy)benzaldehyde OCCOC1=CC=C(C=O)C=C1